Cl.BrC=1C=C2CCC(C2=CC1)(N)C 5-bromo-1-methyl-2,3-dihydro-1H-inden-1-amine-HCl